(1S,2S)-N-(6-((S)-1-cyanospiro[2.2]pentan-1-yl)isoquinolin-3-yl)-2-(2-hydroxypropan-2-yl)cyclopropane-1-carboxamide C(#N)[C@]1(CC12CC2)C=2C=C1C=C(N=CC1=CC2)NC(=O)[C@@H]2[C@H](C2)C(C)(C)O